BrC1=CC=C2C(N(C=NN21)CC2(CCN(CC2)C(=O)[C@H]2[C@@H](CN(CC2)CC2=NC=CN=C2)C2=CC=CC=C2)O)=O 7-bromo-3-[[4-hydroxy-1-[(3R,4R)-3-phenyl-1-(pyrazin-2-ylmethyl)piperidine-4-carbonyl]-4-piperidinyl]methyl]pyrrolo[2,1-f][1,2,4]triazin-4-one